C(=O)O.CN1N=NC2=C1C=CC(=C2C)[C@H](CC(=O)O)C2=CC(=C(C=C2)C)CN2C[C@H](OC1=C(C2)C=CC=C1)CC (R)-3-(1,4-Dimethyl-1H-benzo[d][1,2,3]triazol-5-yl)-3-(3-(((R)-2-ethyl-2,3-dihydrobenzo[f][1,4]oxazepin-4(5H)-yl)methyl)-4-methylphenyl)propanoic acid, formic acid salt